C(C)(C)(C)OC(=O)N[C@@H](C(=O)NC(C(=O)OCC)CCCCCF)CC1=CC=CC=C1 ethyl 2-[[(2R)-2-(tert-butoxycarbonylamino)-3-phenyl-propionyl] amino]-7-fluoro-heptanoate